5-bromo-2-[(4-methanesulfonyl-1H-pyrazol-1-yl)methyl]benzonitrile BrC=1C=CC(=C(C#N)C1)CN1N=CC(=C1)S(=O)(=O)C